(5-(3-((4-(6-hydroxyhexyl)-1-phenyl-1H-imidazol-2-yl)carbamoyl)phenyl)pyridin-2-yl)carbamic acid tert-butyl ester C(C)(C)(C)OC(NC1=NC=C(C=C1)C1=CC(=CC=C1)C(NC=1N(C=C(N1)CCCCCCO)C1=CC=CC=C1)=O)=O